diisopropylideneresorcinol C(C)(C)=C1CC(C(=CC1O)O)=C(C)C